ClC=1C=C2C(=C3C1NC(NC31CCCCC1)=O)OC(=N2)CNCCO 5-chloro-2-{[(2-hydroxyethyl)amino]methyl}-7,8-dihydro-6H-spiro[[1,3]oxazolo[5,4-f]quinazoline-9,1'-cyclohexan]-7-one